(E)-3-(2-(4-((2,5-dimethoxyphenyl)sulfonamido)piperidin-1-yl)phenyl)-N-hydroxyacrylamide COC1=C(C=C(C=C1)OC)S(=O)(=O)NC1CCN(CC1)C1=C(C=CC=C1)/C=C/C(=O)NO